3-(2-chloro-4'-(2-oxo-7-oxa-1-azaspiro[3.5]nonan-1-yl)-[1,1'-biphenyl]-3-yl)piperidine-2,6-dione ClC1=C(C=CC=C1C1C(NC(CC1)=O)=O)C1=CC=C(C=C1)N1C(CC12CCOCC2)=O